C1(=CC=CC=C1)C1=NC(=NC(=N1)C1=CC=CC=C1)C1=C(C(=C(C=C1)C1=NC(=NC(=N1)C1=CC=CC=C1)C1=CC=CC=C1)C1=CC=C(C=C1)N1C2=CC=C(C=C2C=2C=C(C=CC12)C)C)C1=CC=C(C=C1)N1C2=CC=C(C=C2C=2C=C(C=CC12)C)C 9,9'-(3',6'-bis(4,6-diphenyl-1,3,5-triazin-2-yl)-[1,1':2',1''-terphenyl]-4,4''-diyl)bis(3,6-dimethyl-9H-carbazole)